C(=C)OC1=CC=C(C=C1)S(=O)(=O)O 4-vinyloxybenzenesulfonic acid